4-Bromo-2-fluoro-benzoic acid tert-butyl ester C(C)(C)(C)OC(C1=C(C=C(C=C1)Br)F)=O